[Ti+4].COC=1C=C(C=CC1C(=O)OC)C=1SC=C(N1)[NH3+] [2-(3-methoxy-4-methoxycarbonyl-phenyl)thiazol-4-yl]ammonium titanium(IV)